2-(2-fluorophenyl)-N-(5-(1-(6-(2-(3-(trifluoromethoxy)phenyl)acetamido)pyridazin-3-yl)pyrrolidin-3-yl)-1,3,4-thiadiazol-2-yl)acetamide 2,2,2-trifluoroacetate FC(C(=O)O)(F)F.FC1=C(C=CC=C1)CC(=O)NC=1SC(=NN1)C1CN(CC1)C=1N=NC(=CC1)NC(CC1=CC(=CC=C1)OC(F)(F)F)=O